P(=O)(OCCCCCC)(OCCCCCCCCCCCCCCCCCC)[O-] hexyl octadecyl phosphate